BrC=1C(=NC(=NC1)NC1=C(C=C(C(=C1)OC)C1CCC(CC1)N1CCN(CC1)C)F)NC1=C(C=CC(=C1)F)C(C)(C)O 2-(2-((5-Bromo-2-((2-fluoro-5-methoxy-4-(4-(4-methylpiperazin-1-yl)cyclohexyl)phenyl)amino)pyrimidin-4-yl)amino)-4-fluorophenyl)propan-2-ol